C(C)(C)(C)OC(=O)NCCCCCCCC(=O)OCC ethyl N-t-butoxycarbonyl-8-aminocaprylate